C(C)(C)(C)C1=CC(=CC2=CC=CC=C12)C1=NC2=CC=CC(=C2C(=C1)Cl)Cl 2-(4-(tert-butyl)naphthalen-2-yl)-4,5-dichloroquinoline